N1=CC=C2N1C=CC(=C2)C2=CNC=1N=C(N=CC12)N[C@H]1CC[C@H](CC1)OCCO 2-((cis-4-((5-(Pyrazolo[1,5-a]pyridin-5-yl)-7H-pyrrolo[2,3-d]pyrimidin-2-yl)amino)cyclohexyl)oxy)ethan-1-ol